N-(3-(4-((4-(Pyrazolo[1,5-b]pyridazin-3-yl)-1H-pyrrolo[2,3-b]pyridin-2-yl)methyl)piperazine-1-carbonyl)phenyl)acrylamide N1=CC(=C2N1N=CC=C2)C2=C1C(=NC=C2)NC(=C1)CN1CCN(CC1)C(=O)C=1C=C(C=CC1)NC(C=C)=O